C(CCC)C1OC(C2=CC(=CC=C12)C(=O)NNC1=C(C=CC=C1)Cl)=O 1-butyl-N'-(2-chlorophenyl)-3-oxo-1,3-dihydroisobenzofuran-5-carboxylic acid hydrazide